(5-(3,5-difluorophenyl)-4,5-dihydro-1H-pyrazol-1-yl)(1-(4-(5-(3-hydroxypropoxy)-2-methylphenyl)pyridin-2-yl)piperidin-4-yl)methanone FC=1C=C(C=C(C1)F)C1CC=NN1C(=O)C1CCN(CC1)C1=NC=CC(=C1)C1=C(C=CC(=C1)OCCCO)C